tert-butylsuccinic acid diethyl ester C(C)OC(C(CC(=O)OCC)C(C)(C)C)=O